N-Methyl-6-[2-methyl-7-(trifluoromethyl)-2H-indazol-5-yl]-N-(2,2,6,6-tetramethylpiperidin-4-yl)-1,3-benzothiazol-2-amin CN(C=1SC2=C(N1)C=CC(=C2)C2=CC1=CN(N=C1C(=C2)C(F)(F)F)C)C2CC(NC(C2)(C)C)(C)C